BrC1=CC2=C(N=C(N=C2)NC2N(CCCC2)C(=O)[O-])N(C1=O)C1C(CCC1)C ((6-bromo-8-(2-methylcyclopentyl)-7-oxo-7,8-dihydropyrido[2,3-d]pyrimidin-2-yl)amino)piperidine-1-carboxylate